O=C1NC(CCC1N1C(C2=CC=C(C=C2C1=O)N1CCN(CC1)CC1CCN(CC1)CC=1C=C2C(=CN(C2=CC1)CCCC#N)C1=CC=C(C=C1)OC(F)(F)F)=O)=O 4-(5-({4-((4-(2-(2,6-dioxopiperidin-3-yl)-1,3-dioxoisoindolin-5-yl)piperazin-1-yl)methyl)piperidin-1-yl}methyl)-3-(4-(trifluoromethoxy)phenyl)-1H-indol-1-yl)butanenitrile